[(2R,4S,5R)-4-[(tert-butyldimethylsilyl)oxy]-5-[[(tert-butyldimethylsilyl)oxy]methyl]oxolan-2-yl]-3H-pyrimidine-2,4-dione [Si](C)(C)(C(C)(C)C)O[C@H]1C[C@@H](O[C@@H]1CO[Si](C)(C)C(C)(C)C)N1C(NC=CC1=O)=O